7-(3-((2R,3S)-3-hydroxypiperidin-2-yl)propyl)-1,3-dimethyl-1H-purine-2,6(3H,7H)-dione dihydrochloride Cl.Cl.O[C@@H]1[C@H](NCCC1)CCCN1C=NC=2N(C(N(C(C12)=O)C)=O)C